3-isocyano-4-methoxy-pyrazolo[1,5-a]Pyridine [N+](#[C-])C=1C=NN2C1C(=CC=C2)OC